(2R,3R,4S,5R,6R)-4-(4-(3-Fluorophenyl)-1H-1,2,3-triazol-1-yl)-5-hydroxy-N-((1S,2S)-2-hydroxycyclohexyl)-6-(hydroxymethyl)-3-methoxy-N-(3-methoxyphenyl)tetrahydro-2H-pyran-2-carboxamid FC=1C=C(C=CC1)C=1N=NN(C1)[C@@H]1[C@H]([C@@H](O[C@@H]([C@@H]1O)CO)C(=O)N(C1=CC(=CC=C1)OC)[C@@H]1[C@H](CCCC1)O)OC